1-(1-(2-(8-chloroimidazo[1,2-a]pyrazin-6-yl)pyridin-4-yl)ethyl)-1-ethyl-3-(6,6,6-trifluoro-1-(2-hydroxyethoxy)hexan-3-yl)urea ClC=1C=2N(C=C(N1)C1=NC=CC(=C1)C(C)N(C(=O)NC(CCOCCO)CCC(F)(F)F)CC)C=CN2